CC=1C=CC=2N(C3=CC=C(C=C3C2C1)C)CCOP(O)(O)=O (2-(3,6-Dimethyl-9H-carbazol-9-yl)ethyl)phosphoric acid